ClC1=NC=C(C=C1NS(=O)(=O)C)C=1C=C2C(=C(C=NC2=CC1)C#N)Cl N-[2-chloro-5-(4-chloro-3-cyano-6-quinolyl)-3-pyridyl]methanesulfonamide